O.S(=O)(=O)(O)C1=CC=C(C)C=C1.C[C@@H](CC)NC1=CC(=NC(=N1)C=1C=NN2C1SC=C2)C(=O)N2CCC(CC2)NC(OC)=O Methyl [1-({6-[(2S)-butan-2-ylamino]-2-(pyrazolo[5,1-b][1,3]thiazol-7-yl)pyrimidin-4-yl}carbonyl)piperidin-4-yl]carbamate tosylate monohydrate